CC(C)=S(=O)=O dimethylmethylenesulfone